C(=O)(O)C(CC1=CC=C(C=C1)OCCOCCOCC)N1CCN(CCN(CCN(CC1)CC(=O)[O-])C(C(=O)[O-])C)CC(=O)[O-].[Gd+3] gadolinium 2-[7-(1-carboxy-2-{4-[2-(2-ethoxyethoxy)ethoxy]phenyl}ethyl)-4,10-bis(carboxylatomethyl)-1,4,7,10-tetraazacyclododecan-1-yl]propanoate